FC(C=1C=C(NC2=NC=CC=C2C(=O)O)C=CC1)(F)F 2-[3-(trifluoromethyl)anilino]pyridine-3-carboxylic acid